C1=CC(=CC=C1C(=O)NC2=C(C=C(C=C2)[N+](=O)[O-])[N+](=O)[O-])[N+](=O)[O-] n-(2,4-dinitrophenyl)-4-nitrobenzamide